ClC1=C(C=C(C=C1)F)C1NC(C=2N=C(N=C(C21)NC(C2=CC(=CC(=C2)C(F)(F)F)F)=O)SC)=O N-(5-(2-chloro-5-fluorophenyl)-2-(methylsulfanyl)-7-oxo-6,7-dihydro-5H-pyrrolo[3,4-d]pyrimidin-4-yl)-3-fluoro-5-(trifluoromethyl)benzamide